C(CCC)OC(C1CCN(CC1)C=1C=NC(=NC1)C(=O)O)OCCCC 5-[4-(dibutoxymethyl)piperidin-1-yl]pyrimidine-2-carboxylic acid